1-cyclobutyl-6-(trifluoromethyl)-1H-indole-2-carboxylic acid C1(CCC1)N1C(=CC2=CC=C(C=C12)C(F)(F)F)C(=O)O